COC1=CC=C2C=C(N(C2=C1)C1=C(C=CC=C1)[Si](C)(C)C)[Si](C)(C)C 6-methoxy-2-(trimethylsilyl)-1-(2-(trimethylsilyl)phenyl)-1H-indole